FC1(CC(C1)(C)CN1N=C(C(=C1C(=O)NC1=CC(=CC=C1)S(=O)(=N)C)C(F)(F)F)C12C(C(C1)C2)(F)F)F 1-((3,3-difluoro-1-methylcyclobutyl)methyl)-3-(2,2-difluorobicyclo[1.1.1]pentan-1-yl)-N-(3-(S-methylsulfonimidoyl)phenyl)-4-(trifluoromethyl)-1H-pyrazole-5-carboxamide